2-((4-methyl-2-(methyl-sulfonyl)-5-nitrobenzyl)oxy)tetrahydro-2H-pyran CC1=CC(=C(COC2OCCCC2)C=C1[N+](=O)[O-])S(=O)(=O)C